N-(2-amino-8-(4,4-difluoropiperidin-1-yl)-1,7-naphthyridin-6-yl)-4-(2-hydroxyethylsulfonylamino)-2-(6-azaspiro[2.5]oct-6-yl)benzamide NC1=NC2=C(N=C(C=C2C=C1)NC(C1=C(C=C(C=C1)NS(=O)(=O)CCO)N1CCC2(CC2)CC1)=O)N1CCC(CC1)(F)F